C(#N)C1=C(C=CC(=C1)N(S(=O)(=O)CCC)CC1=CC(=C(C=C1)OC)OC)N1CCN(CC1)C(=O)OCC Ethyl 4-(2-cyano-4-(N-(3,4-dimethoxybenzyl)propanesulfonamido) phenyl)piperazin-1-formate